ClC1=CC2=C(C3=C(O2)C=C(C=C3)C#N)C=C1 7-chlorodibenzo[b,d]furan-3-carbonitrile